[1-[(5-chloro-3-pyridyl)-[(1R,2R)-2-[[(3S,4R)-3-hydroxy-2,2-dimethyl-chroman-4-yl]carbamoyl]cyclopropyl]methyl]-4,4-dimethyl-6-oxo-hexahydropyrimidin-2-ylidene]ammonium ClC=1C=C(C=NC1)C(N1C(NC(CC1=O)(C)C)=[NH2+])[C@H]1[C@@H](C1)C(N[C@H]1[C@@H](C(OC2=CC=CC=C12)(C)C)O)=O